O=C1N(C=CC(=N1)NC(=O)N1CCN(CC1)C(C(F)(F)F)=O)C=1C=C(CCN2CC3C(C3C2)NC(OC(C)(C)C)=O)C=CC1 tert-butyl (exo-3-(3-(2-oxo-4-(4-(2,2,2-trifluoroacetyl)piperazine-1-carboxamido)pyrimidin-1(2H)-yl)phenethyl)-3-azabicyclo[3.1.0]hexan-6-yl)carbamate